2-methyl-[1,2,4]triazolo[1,5-a]pyridin CC1=NN2C(C=CC=C2)=N1